Cl.ClC1=C(C=CC(=C1)C(F)(F)F)NC(CN1C(=C(C(C=2C1=NC=C(N2)C2=CC(=NC=C2)OC)=O)N2CCNCC2)CC)=O N-(2-chloro-4-(trifluoromethyl)phenyl)-2-(6-ethyl-2-(2-methoxypyridin-4-yl)-8-oxo-7-(piperazin-1-yl)pyrido[2,3-b]pyrazin-5(8H)-yl)acetamide hydrochloride